ClC1=C(C=CC=C1)C1=C(C(=NC2=CC(=CC=C12)B1OC(C(O1)(C)C)(C)C)N1CC2(CN(C2)C(=O)OC(C)(C)C)CC1)C#N tert-butyl 6-(4-(2-chlorophenyl)-3-cyano-7-(4,4,5,5-tetramethyl-1,3,2-dioxaborolan-2-yl) quinolin-2-yl)-2,6-diazaspiro[3.4]octane-2-carboxylate